2-Thioxo-1-((3-((cis)-4-(trifluoromethyl)piperidin-2-yl)pyridin-2-yl)methyl)-1,2,3,5-tetrahydro-4H-pyrrolo[3,2-d]pyrimidin-4-one S=C1NC(C2=C(N1CC1=NC=CC=C1[C@@H]1NCC[C@@H](C1)C(F)(F)F)C=CN2)=O